C(C)(C)OCC1=C(N=C(S1)NC1=CC=C(C=C1)S(=O)(=O)C)C1=CC(=NC=C1)C (isopropoxymethyl)-4-(2-methylpyridin-4-yl)-N-(4-(methylsulfonyl)phenyl)thiazol-2-amine